N-methyl-1-(4-(6-(2-(4-phenylpiperidin-1-yl)acetamido)pyridazin-3-yl)butyl)-1H-1,2,3-triazole-4-carboxamide CNC(=O)C=1N=NN(C1)CCCCC=1N=NC(=CC1)NC(CN1CCC(CC1)C1=CC=CC=C1)=O